4-chloro-2-(2-ethoxy-2-oxoethyl)pyridine 1-oxide ClC1=CC(=[N+](C=C1)[O-])CC(=O)OCC